(Diethyl-amino)difluorosulfonium tetrafluoroborate F[B-](F)(F)F.C(C)N(CC)[S+](F)F